C(C)(C)(C)OC(=O)N1CCC(=CC1)C1=C(C=C(C=C1)NC(=O)C1=C(C=C(C=C1C)C=1CCN(CC1)C(=O)OC(C)(C)C)F)F tert-butyl 4-{4-[(4-{1-[(tert-butoxy)carbonyl]-1,2,3,6-tetrahydro pyridin-4-yl}-3-fluorophenyl)carbamoyl]-3-fluoro-5-methylphenyl}-1,2,3,6-tetrahydropyridine-1-carboxylate